bis(isocyanatophenyl)ethylene N(=C=O)C1=C(C=CC=C1)C=CC1=C(C=CC=C1)N=C=O